CC1=C(C(CC1)=O)C(=C)CCC=CCC 3-methyl-2-(octa-1,5-dien-2-yl)cyclopent-2-en-1-one